5,6-dihydronaphtho[2,1-f]quinoxaline N1=CC=NC2=C3C(=CC=C12)C1=CC=CC=C1CC3